NC=1C=C(C=CC1)C(CCC1CC1)(C1=CC(=CC=C1)C#N)N[S@](=O)C(C)(C)C (R)-N-((-)-1-(3-aminophenyl)-1-(3-cyanophenyl)-3-cyclopropylpropyl)-2-methylpropane-2-sulfinamide